L-3-[1-(4-chlorobenzyl)-3-tert-butylthio-5-isopropylindol-2-yl]-2,2-dimethylpropionic acid ClC1=CC=C(CN2C(=C(C3=CC(=CC=C23)C(C)C)SC(C)(C)C)CC(C(=O)O)(C)C)C=C1